OCCN(C(CO)(CO)CO)CCO 2-[Bis(2-hydroxyethyl)amino]-2-(hydroxymethyl)-1,3-propandiol